N-[1-(2-pyrimidin-2-yl-1,2,4-triazol-3-yl)ethyl]-5,7-bis(trifluoromethyl)-2,1-benzothiazol-3-amine N1=C(N=CC=C1)N1N=CN=C1C(C)NC=1SN=C2C1C=C(C=C2C(F)(F)F)C(F)(F)F